BrC1=C(C=CC(=C1)F)C\C=N\[S@](=O)C(C)(C)C (R,E)-N-(2-(2-bromo-4-fluorophenyl)ethylidene)-2-methylpropane-2-sulfinamide